2-(4-chloro-1-isopropyl-1H-pyrazol-5-yl)-4-(4-(1-ethyl-4-(trifluoromethyl)-1H-imidazol-2-yl)benzyl)-3-nitro-6,7-dihydropyrazolo[1,5-a]pyrimidin-5(4H)-one ClC=1C=NN(C1C1=NN2C(N(C(CC2)=O)CC2=CC=C(C=C2)C=2N(C=C(N2)C(F)(F)F)CC)=C1[N+](=O)[O-])C(C)C